N-(2-hydroxy-3-(1,3,4,9-tetrahydro-2H-pyrido[3,4-b]indol-2-yl)propyl)-3-phenyl-pyrrolidine-1-carboxamide OC(CNC(=O)N1CC(CC1)C1=CC=CC=C1)CN1CC=2NC3=CC=CC=C3C2CC1